C(#C)C=1C=CC=C2C=C(C=C(C12)C1=C(C=2N=C(N=C(C2C=N1)N1C[C@H](C(CCC1)(F)F)NC(C=C)=O)OCC12CCCN2CCC1)F)O (R)-N-(1-(7-(8-ethynyl-3-hydroxynaphthalen-1-yl)-8-fluoro-2-((tetrahydro-1H-pyrrolizin-7a(5H)-yl)methoxy)pyrido[4,3-d]pyrimidin-4-yl)-4,4-difluoroazepan-3-yl)acrylamide